3-(((5-bromo-4-fluoro-2-iodobenzyl)oxy)methyl)-4-(hydroxymethyl)benzonitrile BrC=1C(=CC(=C(COCC=2C=C(C#N)C=CC2CO)C1)I)F